FC(S(=O)(=O)O)(F)F.ON1C(CCC1=O)=O N-hydroxysuccinimide trifluoromethanesulfonate